Cl.CC1(CC(C1)N)C 3,3-dimethylcyclobutylamine hydrochloride